NC1=NC(N(C=C1)[C@H]1C([C@@H]([C@H](O1)CO[P@@](OC12CC(C1)C2)N[C@@H](C)C(=O)OCC2=CC=CC=C2)O)(F)F)=C=O benzyl ((S)-(((2R,3R,5R)-5-(4-amino-2-carbonylpyrimidin-1(2H)-yl)-4,4-difluoro-3-hydroxytetrahydrofuran-2-yl) methoxy) (bicyclo[1.1.1]pentan-1-oxy) phosphino)-L-alaninate